O1C(N(C2=C1C=CC=C2)CC(=O)NN)=O 2-(benzoxazolone-3-yl)acethydrazide